ClC=1C(=C(C=C(C1)P(=O)(C)C)C=1C=C2C(=NN=C(C2=CC1)NCC1=C(C=C(C=C1)OC)OC)C)F 6-(3-chloro-5-dimethylphosphoryl-2-fluorophenyl)-N-[(2,4-dimethoxyphenyl)methyl]-4-methylphthalazin-1-amine